4-[4-(4-hydroxyphenyl)hexa-2,4-dien-3-yl]phenol OC1=CC=C(C=C1)C(C(=CC)C1=CC=C(C=C1)O)=CC